3-tetradecyl selenoxide CCC(CCCCCCCCCCC)[Se](=O)C(CC)CCCCCCCCCCC